ClC=1C(=C(C(=CC1)OC(F)F)C1=CC(N2[C@@H](CCC2C1)C(=O)OCC(=O)C1=C(C(=NC=C1)CO[Si](C)(C)C(C)(C)C)F)=O)F 2-(2-(((tert-butyldimethylsilyl)oxy)methyl)-3-fluoropyridin-4-yl)-2-oxoethyl (3S)-7-(3-chloro-6-(difluoromethoxy)-2-fluorophenyl)-5-oxo-1,2,3,5,8,8a-hexahydroindolizine-3-carboxylate